OCC1OCCC1 2-(hydroxymethyl)tetrahydrofuran